rac-1-(((3S,5R)-6,6-Dimethyl-1-oxaspiro[2.5]octan-5-yl)methyl)-1H-benzo[d]imidazole-6-carbonitrile Sodium hydride [H-].[Na+].CC1([C@@H](C[C@]2(CO2)CC1)CN1C=NC2=C1C=C(C=C2)C#N)C |r|